4-CYCLOPROPYL-1H-IMIDAZOLE-2-CARBALDEHYDE C1(CC1)C=1N=C(NC1)C=O